ClC1=C(OCC(=O)O)C=CC(=C1)Cl.CN(CCCCCCCC\C=C/CCCCCCCC)C (Z)-N,N-dimethyl-9-octadecen-1-amine (2,4-dichlorophenoxy)acetate